Phosphoric acid mono-{2-chloro-6-oxo-1-propyl-8-[1-(6-trifluoromethyl-pyridin-3-ylmethyl)-1H-pyrazol-4-yl]-1,6-dihydro-purin-7-ylmethyl} ester ClC=1N(C(C=2N(C(=NC2N1)C=1C=NN(C1)CC=1C=NC(=CC1)C(F)(F)F)COP(O)(O)=O)=O)CCC